BrC1=NC2=C3N=C(C=CC3=CC=C2C=C1)C1=NC=CC=C1 2-bromo-9-pyridyl-1,10-phenanthroline